NC1=CC(=C(C=C1)C=1C(=NC=C(C1)C=1C=NN(C1)C)N)F 3-(4-amino-2-fluorophenyl)-5-(1-methyl-1H-pyrazol-4-yl)pyridin-2-amine